BrC(C1=CC(=CC(=C1)OC)OC)([2H])[2H] 1-(bromomethyl-d2)-3,5-dimethoxybenzene